FC1=CC(=CC2=CN(N=C12)C)C=1N=CC2=C(N1)SC(=N2)N(C2CC(NC(C2)(C)C)(C)C)C 5-(7-Fluoro-2-methyl-2H-indazol-5-yl)-N-methyl-N-(2,2,6,6-tetramethylpiperidin-4-yl)[1,3]thiazolo[5,4-d]pyrimidin-2-amin